1-methyl-5-(trifluoromethyl)indazol-3-amine CN1N=C(C2=CC(=CC=C12)C(F)(F)F)N